(2S)-1-(4-chloro-2,6-difluorophenyl)-3-cyclopropyl-2-(methylamino)propan-1-ol hydrochloride Cl.ClC1=CC(=C(C(=C1)F)C([C@H](CC1CC1)NC)O)F